C(C)(C)(C)OC(=O)N[C@@H](CCCCN)C(=O)OCCCC butyl (tert-butoxycarbonyl)lysinate